C(C)(C)C=1C(NC2=C(C(=CC=C2N1)OC)C(=O)N1CCCC2=CC=CC=C12)=O 3-Isopropyl-7-methoxy-8-(1,2,3,4-tetrahydroquinoline-1-carbonyl)quinoxalin-2(1H)-one